C1=CC=CC=2C3=CC=CC=C3C(C12)COC(=O)N[C@H](C(=O)OC(C)(C)C)CC1=CC(=NC=C1)C#N tert-butyl (S)-2-((((9H-fluoren-9-yl)methoxy)carbonyl)amino)-3-(2-cyanopyridin-4-yl)propanoate